N-[1-(2,3-difluorophenyl)-2,2-difluoropropyl]-2-methylpropane-2-sulfinamide FC1=C(C=CC=C1F)C(C(C)(F)F)NS(=O)C(C)(C)C